4-(4-fluorophenyl)-2-hydroxy-6-isopropyl-pyrimidine-5-carboxylic acid methyl ester COC(=O)C=1C(=NC(=NC1C(C)C)O)C1=CC=C(C=C1)F